Methacroyloxypropyltrimethoxysilan C(=O)(C(=C)C)OCCC[Si](OC)(OC)OC